5-methyl-4'-(trifluoromethyl)[1,1'-biphenyl]-2-carboxylic acid CC1=CC=C(C(=C1)C1=CC=C(C=C1)C(F)(F)F)C(=O)O